F[C@@H]1[C@@H](C1)C(=O)NC1=NC=C(C(=O)NC([2H])([2H])[2H])C(=C1)NC=1C=NN2C1C(=C(C=C2)C(F)(F)F)OC 6-((1S,2S)-2-fluorocyclopropane-1-carboxamido)-4-((4-methoxy-5-(trifluoromethyl)pyrazolo[1,5-a]pyridin-3-yl)amino)-N-(methyl-d3)nicotinamide